(E)-1-((3S)-4-(6-Fluoro-7-(2-fluoro-6-hydroxyphenyl)-2-(((S)-1-methylpyrrolidin-2-yl)methoxy)pyrido[2,3-d]pyrimidin-4-yl)-3-methylpiperazin-1-yl)pent-2-ene-1,4-dione FC1=CC2=C(N=C(N=C2N2[C@H](CN(CC2)C(\C=C\C(C)=O)=O)C)OC[C@H]2N(CCC2)C)N=C1C1=C(C=CC=C1O)F